1,3-bis(1,8-dimethylcarbazol-9-yl)benzene CC1=CC=CC=2C3=CC=CC(=C3N(C12)C1=CC(=CC=C1)N1C2=C(C=CC=C2C=2C=CC=C(C12)C)C)C